FC1=C(C=C(C(=O)NC2=CC=CC=C2)C=C1)C(=O)NC1=NC(=CC=C1)C1=NN=CN1C(C)C 4-Fluoro-N3-(6-(4-isopropyl-4H-1,2,4-triazol-3-yl)pyridin-2-yl)-N1-phenylisophthalamide